C(C)(C)(C)OC(=O)N1[C@H](CCCCC1)C1=C(C=CC(=C1)Cl)CN1C(NC(C=2NC=NC12)=O)=C=S (R)-2-(5-chloro-2-((6-oxo-2-thiocarbonyl-1,2,6,7-tetrahydro-3H-purin-3-yl)methyl)phenyl)azepan-1-carboxylic acid tert-butyl ester